The molecule is a monocarboxylic acid anion resulting from the deprotonation of the carboxy group of (4S)-4,16-dihydroxyretinoic acid. It is a conjugate base of a (4S)-4,16-dihydroxyretinoic acid. CC1=C([C@@](CC[C@@H]1O)(C)CO)/C=C/C(=C/C=C/C(=C/C(=O)[O-])/C)/C